ClC1=C(C=CC2=C1N(C(O2)=O)C)B2OC(C(O2)(C)C)(C)C 4-Chloro-3-methyl-5-(4,4,5,5-tetramethyl-1,3,2-dioxaborolan-2-yl)benzo[d]oxazol-2(3H)-one